tert-butyl N-(1,3-dihydroxypropan-2-yl)carbamate OCC(CO)NC(OC(C)(C)C)=O